4-(5-(3,4-dichlorophenyl)octahydropyrrolo[3,4-c]pyrrole-2-carbonyl)-6-methoxyquinolin-2(1H)-one ClC=1C=C(C=CC1Cl)N1CC2C(C1)CN(C2)C(=O)C2=CC(NC1=CC=C(C=C21)OC)=O